OC1(CCCCC1)C#N 1-Hydroxycyclohexane-1-carbonitrile